C[C@H]1O[C@H](CN(C1)C1=CC=C(C(=N1)C)NC1CC2(C1)CC(C2)NC)C N2-(6-((2R,6S)-2,6-dimethylmorpholino)-2-methylpyridin-3-yl)-N6-methylspiro[3.3]heptane-2,6-diamine